[Si](C)(C)(C(C)(C)C)OCCC(C)C1=C(C(=NC=C1)C(C)C)N 4-((tert-butyldimethylsilyloxy)butan-2-yl)-2-isopropylpyridin-3-amine